2-chloro-7-isopropyl-5H-thieno[2,3-d]pyridazin-4-one ClC1=CC2=C(C(=NNC2=O)C(C)C)S1